2''-O-methylcytidine CO[C@@H]1[C@@H]([C@H](O[C@H]1N2C=CC(=NC2=O)N)CO)O